3-(2-acetyl-3-phenyl-3,4-dihydropyrazol-5-yl)-6-chloro-4-phenyl-1H-quinolin-2-one C(C)(=O)N1N=C(CC1C1=CC=CC=C1)C=1C(NC2=CC=C(C=C2C1C1=CC=CC=C1)Cl)=O